N-(3-amino-6-bromo-2-methylphenyl)-2-chloro-5-((1R,3R)-2,2-dichloro-3-(4-fluoro-3-(trifluoromethyl)phenyl)cyclopropane-1-carboxamido)benzamide NC=1C(=C(C(=CC1)Br)NC(C1=C(C=CC(=C1)NC(=O)[C@@H]1C([C@H]1C1=CC(=C(C=C1)F)C(F)(F)F)(Cl)Cl)Cl)=O)C